C1(CC1)C1=NN(C=C1)C1=CC=C(C(=C1CN)F)OC [6-(3-cyclopropylpyrazol-1-yl)-2-fluoro-3-methoxyphenyl]methylamine